3,4-dihydropyrido[4,3-d]pyrimidin N1=CNCC2=C1C=CN=C2